C(C1=CC=CC=C1)OC1=C(C=CC(=C1)OCC1=CC=CC=C1)C(C)N 1-(2,4-bis(benzyloxy)phenyl)ethan-1-amine